C1(CC1)COC=1C(=NC=2C=3N(C4(CC2C1)CCC4)C=C(C(C3F)=O)C(=O)O)C(F)F 3'-(cyclopropylmethoxy)-2'-(difluoromethyl)-11'-fluoro-10'-oxo-5',10'-dihydrospiro[cyclobutane-1,6'-pyrido[1,2-h][1,7]naphthyridine]-9'-carboxylic acid